BrC=1C=C(CNC(C(CC)(C)C)=O)C=CC1 N-(3-bromobenzyl)-2,2-dimethylbutyramide